((2'-(5-bromoisoindolin-2-yl)-[2,4'-bipyrimidin]-4-yl)ethynyl)-1H-indazole BrC=1C=C2CN(CC2=CC1)C1=NC=CC(=N1)C1=NC=CC(=N1)C#CN1N=CC2=CC=CC=C12